N-(4-(4-Methyl-1-piperazinyl)phenyl)-9-acridinamine CN1CCN(CC1)C1=CC=C(C=C1)NC=1C2=CC=CC=C2N=C2C=CC=CC12